4,4'-dioctyldiphenylamine CCCCCCCCC1=CC=C(C=C1)NC2=CC=C(C=C2)CCCCCCCC